chromium-yttrium [Y].[Cr]